CN(CC1=CC=C(C=C1)F)C dimethyl-4-fluorobenzylamine